CC=1N=C(C2=C(N1)OC=C2C(=O)NCCC(C)C)NC2(CC2)C methyl-N-(3-methylbutyl)-4-[(1-methylcyclopropyl)amino]furo[2,3-d]pyrimidine-5-carboxamide